FC=1C(NC=CC1)=[Se] 3-fluoropyridineselon